COC1=CC=CC(=N1)N1N=C(N=C1N)NC1=CC=C(C=C1)OCCN1CCCC1 1-(6-methoxypyridin-2-yl)-N3-(4-(2-(pyrrolidin-1-yl)ethoxy)phenyl)-1H-1,2,4-triazole-3,5-diamine